racemic-trans-5-ethoxytetrahydro-2H-pyran-2-carbaldehyde C(C)O[C@H]1CC[C@@H](OC1)C=O |r|